ClC1=C(CO[C@@H]2C[C@H](C2)C(=O)NCC2=C(C(=C(C=C2)C(F)(F)F)C=2NC(C=C(N2)C(F)F)=O)F)C=CC(=C1)F trans-3-[(2-chloro-4-fluorobenzyl)oxy]-N-{3-[4-(difluoromethyl)-6-oxo-1,6-dihydropyrimidin-2-yl]-2-fluoro-4-(trifluoromethyl)benzyl}cyclobutane-1-carboxamide